ClC=1C=CC2=C3C(CN(CC2)S(=O)(=O)C2=CC=C(C=C2)[N+](=O)[O-])COCC13 10-Chloro-5-((4-nitrophenyl)sulfonyl)-3,3a,4,5,6,7-hexahydro-1H-isochromeno[4,5-cd]azepine